C(#N)[C@H](C[C@@H]1C(NCCC1)=O)NC(=O)[C@@H]1N([C@H]2CC([C@@H]1CC2)(F)F)C([C@@H](CC2CC2)NC=2C=NC=C(C2)C)=O (1R,3R,4R)-N-((S)-1-cyano-2-((R)-2-oxopiperidin-3-yl)ethyl)-2-((R)-3-cyclopropyl-2-((5-methylpyridin-3-yl)amino)propanoyl)-5,5-difluoro-2-azabicyclo[2.2.2]octane-3-carboxamide